C(=S)[S-].NCCNCCNCCN.[Na+] sodium triethylenetetramine dithioformate